C(C)OC=1C(=CC=2N(C1)N=C(C2)C)C(=O)NC=2N=CC(=NC2)N2C[C@@H](N([C@@H](C2)C)C(=O)OC(C)(C)C)C tert-butyl (2S,6R)-4-(5-(6-ethoxy-2-methylpyrazolo[1,5-a]pyridine-5-carboxamido)pyrazin-2-yl)-2,6-dimethylpiperazine-1-carboxylate